OC1=C(C=CC=C1)C(\C=C/C1=CC(=C(C=C1)OC)CN1CCOCC1)=O (Z)-1-(2-Hydroxyphenyl)-3-[4-methoxy-3-(morpholin-4-ylmethyl)phenyl]prop-2-en-1-one